4-methoxypyridin-3-amine COC1=C(C=NC=C1)N